FC1=C(C(=O)OC)C=CC(=C1)NC1=NC=CC(=N1)C1=CC=C(C=C1)C(NCC(F)(F)F)=O Methyl 2-fluoro-4-((4-(4-((2,2,2-trifluoroethyl)carbamoyl)phenyl)pyrimidin-2-yl)amino)benzoate